FC1=CC=C(CCNCCCO)C=C1 3-((4-fluorophenethyl)amino)propan-1-ol